C1=CC=CC=2SC3=CC=CC=C3N(C12)CCCS(=O)(=O)O 3-(10H-phenothiazine-10-yl)propane-1-sulfonic acid